1-(4-Methylbenzyl)-3-{[(2-methylcyclobutyl)amino]methyl}-1H-indole-2-carboxylic acid CC1=CC=C(CN2C(=C(C3=CC=CC=C23)CNC2C(CC2)C)C(=O)O)C=C1